C(C)OC(\C(=C\CCCC)\C)=O (E)-2-methylhept-2-enoic acid ethyl ester